[(1S)-1-[2-(5-cyanothiazol-2-yl)-5-ethyl-1,2,4-triazol-3-yl]ethyl]ammonium chloride [Cl-].C(#N)C1=CN=C(S1)N1N=C(N=C1[C@H](C)[NH3+])CC